N1N=C(C2=CC=CC=C12)C(=O)C1=CN=C(N1)C(C)C 1H-indazol-3-yl-(2-isopropyl-1H-imidazol-5-yl)methanone